IC1=CC(=C(C=C1I)N)N 4,5-diiodo-1,2-phenylenediamine